C(C)/C(=C\C)/C1=NC=2N(C(=C1)N[C@@H]1C[C@H](CC1)N)N=CC2 (1S,3S)-N3-[5-[(E)-1-ethylprop-1-enyl]pyrazolo[1,5-a]pyrimidin-7-yl]cyclopentane-1,3-diamine